1-carboxymethyluracil C(=O)(O)CN1C(=O)NC(=O)C=C1